FC1=C2CCN(C2=CC(=C1)F)CC=1C=C(C=C2C(C=C(OC12)N1CCOCC1)=O)C(=O)OC methyl 8-((4,6-difluoroindolin-1-yl)methyl)-2-morpholino-4-oxo-4H-chromene-6-carboxylate